2-(cyclopropylmethyl)-5-(4,4-difluorocyclohexyl)-1,1-dioxo-N-[6-(trifluoromethyl)pyridin-2-yl]-2H-1λ6,2,6-thiadiazine-3-carboxamide C1(CC1)CN1S(N=C(C=C1C(=O)NC1=NC(=CC=C1)C(F)(F)F)C1CCC(CC1)(F)F)(=O)=O